3-amino-N-(2-dimethylaminoethyl)propionamide dihydrochloride Cl.Cl.NCCC(=O)NCCN(C)C